4-((4-(tert-Butoxycarbonyl)phenyl)amino)-6-chloropyridazine-3-carboxylic acid methyl ester COC(=O)C=1N=NC(=CC1NC1=CC=C(C=C1)C(=O)OC(C)(C)C)Cl